bis[triethoxysilylpropyl]urea C(C)O[Si](OCC)(OCC)CCCNC(NCCC[Si](OCC)(OCC)OCC)=O